2-tert-butyl-5-cyanobenzeneboronic acid C(C)(C)(C)C1=C(C=C(C=C1)C#N)B(O)O